FC(C1=NN=C(O1)C1=CN=C(S1)CC(S(=O)(=O)NC1=NC=C(C=C1)F)(F)F)F {5-[5-(difluoromethyl)-1,3,4-oxadiazol-2-yl]-1,3-thiazol-2-yl}methyl-1,1-difluoro-N-(5-fluoropyridin-2-yl)methanesulfonamide